9,10-dihydroxystearic acid anion OC(CCCCCCCC(=O)[O-])C(CCCCCCCC)O